C(C)NC1=CC(=CC(=N1)C(=O)NC1=C(C(=CC=C1)C(F)(F)F)O)C1=C(C=CC=C1)C1=NN=CN1C 6-(Ethylamino)-N-(2-hydroxy-3-(trifluoromethyl)phenyl)-4-(2-(4-methyl-4H-1,2,4-triazol-3-yl)phenyl)picolinamide